2-hydroxyethyl-N-(5-methoxy-4-((E)-2-(trans-4-(trifluoromethyl)cyclohexyl)vinyl)pyridin-2-yl)-acrylamide OCCC(C(=O)NC1=NC=C(C(=C1)\C=C\[C@@H]1CC[C@H](CC1)C(F)(F)F)OC)=C